4-(2,5-Diazabicyclo[2.2.2]octan-2-yl)-7-(8-ethynyl-7-fluoro-3-hydroxynaphthalen-1-yl)-2-(((S)-1-methylpyrrolidin-2-yl)methoxy-d2)pyrido[3,4-d]pyrimidin-8(7H)-one C12N(CC(NC1)CC2)C=2C1=C(N=C(N2)OC([2H])([2H])[C@H]2N(CCC2)C)C(N(C=C1)C1=CC(=CC2=CC=C(C(=C12)C#C)F)O)=O